N-ethyl-2-((1R,3s,5S)-3-(methylamino)-9-azabicyclo[3.3.1]nonan-9-yl)acetamide C(C)NC(CN1[C@H]2CC(C[C@@H]1CCC2)NC)=O